C(C1=CC=CC=C1)N1CCC(CC1)C(=O)OCC ethyl 1-benzylpiperidine-4-carboxylate